CN(C(=O)C1=NC(=CC(=C1)C1=C(C=CC(=C1)NC(=O)N1C[C@@H](CC1)CC(F)(F)F)C)N1CCOCC1)C N,N-dimethyl-4-[2-methyl-5-[(3S)-3-(2,2,2-trifluoroethyl)pyrrolidine-1-carbonylamino]phenyl]-6-(morpholin-4-yl)pyridine-2-carboxamide